3-cyano-9-ethyl-6,6-dimethyl-11-oxo-6,11-dihydro-5H-benzo[b]carbazole-8-carboxylic acid C(#N)C1=CC=C2C=3C(C4=C(C(C3NC2=C1)(C)C)C=C(C(=C4)CC)C(=O)O)=O